N1=NC(=CC=C1)C(C)N 1-(pyridazin-3-yl)ethan-1-amine